C(C)=C1C=2C=CC1=CC2 ethylidene-2-norbornenediene